ClC=1C=C(N)C=CC1OCC1=CC(=CC=C1)F 3-chloro-4-(3-fluorobenzyloxy)aniline